ClC1=C(C=CC(=C1)C1(CC1)C(=O)O)C1=CC=C(C=C1)N1N=CC(=C1NC(=O)O[C@H](C)C1=CC=CC=C1)F (R)-1-(2-chloro-4'-(4-fluoro-5-(((1-phenylethoxy)carbonyl)amino)-1H-pyrazol-1-yl)-[1,1'-biphenyl]-4-yl)cyclopropane-1-carboxylic acid